FC(CN1[C@@H](C=2NC3=CC=CC=C3C2C[C@H]1C)C1=C(C=C(C=C1)NC1CN(C1)CCCF)OC(F)(F)F)(C)C N-(4-((1R,3R)-2-(2-fluoro-2-methylpropyl)-3-methyl-2,3,4,9-tetrahydro-1H-pyrido[3,4-b]Indol-1-yl)-3-(trifluoromethoxy)phenyl)-1-(3-fluoropropyl)azetidine-3-amine